C(C)(C)(C)OC(=O)N1C=2C3=C(C=CC(=C3C1C=C2)F)F 3,6-difluoro-11-azatricyclo[6.2.1.02,7]Undecene-2,4,6,9-tetraene-11-carboxylic acid tert-butyl ester